1-(2-methoxy-5-nitropyridin-3-yl)imidazolidin-2-one COC1=NC=C(C=C1N1C(NCC1)=O)[N+](=O)[O-]